sec-octyl sebacate C(CCCCCCCCC(=O)[O-])(=O)OC(C)CCCCCC